heneicosenoic acid CCCCCCCCCCCCCCCCCCC=CC(=O)O